3-(tert-butyl)-N-(6-methyl-5-nitropyridin-3-yl)benzamide C(C)(C)(C)C=1C=C(C(=O)NC=2C=NC(=C(C2)[N+](=O)[O-])C)C=CC1